Ethyl 6-(3-(acetamidomethyl)-3-methylazetidin-1-yl)quinoline-4-carboxylate Ethyl-6-bromoquinoline-4-carboxylate C(C)OC(=O)C1=CC=NC2=CC=C(C=C12)Br.C(C)(=O)NCC1(CN(C1)C=1C=C2C(=CC=NC2=CC1)C(=O)OCC)C